CC(C=O)=CCP(C1=CC=CC=C1)(C1=CC=CC=C1)C1=CC=CC=C1 2-methyl-4-triphenylphosphino-2-butenal